FC(C1=CC(=NC=2CCCCC12)C(=O)N)(F)F 4-(trifluoromethyl)-5,6,7,8-tetrahydroquinoline-2-carboxamide